N=1N=CC=2C1C1=C(SC2)C=CC=C1 benzothiopyrano[4,3-c]pyrazole